2-methylene-toluene C=C1C(C)C=CC=C1